7,8-dichloro-10-(3-hydroxypropyl)-1-methyl-3,4,5,6-tetrahydroazepino[4,5-b]indol-2(1H)-one ClC1=C(C=C(C=2C3=C(NC12)CCNC(C3C)=O)CCCO)Cl